NC=1NC(C2=C(N1)C=CN2CCCCCC2=CC=C(S2)C(=O)N[C@@H](CCC(=O)OCC)C(=O)OCC)=O Diethyl (5-(5-(2-amino-4-oxo-3,4-dihydro-5H-pyrrolo[3,2-d]pyrimidin-5-yl)pentyl) thiophene-2-carbonyl)-L-glutamate